(E)-6-((8-chloro-3,4-dihydro-2H-[1,3]oxazino[3,2-b]indazol-7-yl)imino)-3-((1-methyl-1H-1,2,4-triazol-3-yl)methyl)-1-(2,4,5-trifluorobenzyl)-1,3,5-triazine-2,4-dione ClC=1C=CC2=C3N(N=C2C1\N=C\1/NC(N(C(N1CC1=C(C=C(C(=C1)F)F)F)=O)CC1=NN(C=N1)C)=O)CCCO3